methylethylmethoxyamine CN(OC)CC